C1(CCCCC1)[Te]C1CCCCC1 cyclohexyltelluride